OCCCCOC1=C(C(=CC(=N1)C1=NC=CC=C1)C1=CC=C(C=C1)C(C)C)C#N 6-(4-Hydroxy-butoxy)-4-(4-isopropyl-phenyl)-[2,2']bipyridinyl-5-carbonitrile